dibromo-1-((2-(trimethylsilyl)ethoxy)methyl)-1H-1,2,4-triazole BrC1=NC(=NN1COCC[Si](C)(C)C)Br